COC1=CC=C2C=CC=C(C2=C1)CCNCCC1=CC=CC2=CC=C(C=C12)OC N,N-bis[2-(7-methoxy-1-naphthyl)ethyl]amine